4-(8-fluoro-4-methylquinolin-3-yl)-2,2-dimethylquinazoline FC=1C=CC=C2C(=C(C=NC12)C1=NC(NC2=CC=CC=C12)(C)C)C